2-[2'-methyl-1-oxo-6-(trifluoromethyl)spiro[3H-isoquinolin-4,1'-cyclopropan]-2-yl]acetic acid methyl ester COC(CN1C(C2=CC=C(C=C2C2(C(C2)C)C1)C(F)(F)F)=O)=O